C(C)(C)(C)OC(=O)C1=CC=C(C=C1)C1=CC=C(C=C1)NC([C@@H]1N(C[C@@H](C1)OC)C(NC1=CC=C(C=C1)C(C)C)=O)=O.C(C)(C)(C)OC(C(C)=O)CN(C)C 3-(tert-butoxy)-4-(dimethylamino)butan-2-one tert-butyl-4'-{[(4R)-4-methoxy-1-{[4-(propan-2-yl)phenyl]carbamoyl}-D-prolyl]amino}[1,1'-biphenyl]-4-carboxylate